O=C1NC(CCC1NC1=CC(=C(C=C1)N1CCC(CC1)N1CC2(CN(C2)C(=O)OC(C)(C)C)C1)F)=O tert-butyl 6-[1-[4-[(2,6-dioxo-3-piperidyl)amino]-2-fluoro-phenyl]-4-piperidyl]-2,6-diazaspiro[3.3]heptane-2-carboxylate